ClC1=NC(=C(C(=N1)N1C[C@@H](N(CC1)C(=O)OCC1=CC=CC=C1)C(C(C)(C)C)C#N)[N+](=O)[O-])CC1(CCOC2=CC=CC=C12)C(=O)OC Benzyl (2S)-4-(2-chloro-6-((4-(methoxycarbonyl)chroman-4-yl)methyl)-5-nitropyrimidin-4-yl)-2-(cyano tert-butyl methyl)piperazine-1-carboxylate